(1-(2,2,2-trifluoroethyl)-1H-Indazol-6-yl)methanol FC(CN1N=CC2=CC=C(C=C12)CO)(F)F